C(C1=CC=CC=C1)OC1=C(C(=C(C(=O)OCC)C(=C1)C)O)CC=O ethyl 4-(benzyloxy)-2-hydroxy-6-methyl-3-(2-oxoethyl)benzoate